C(C)N1C(C(N(CC1)C(=O)NC(C(=O)N[C@@H]1B(OC2=C(C1)C=CC=C2C(=O)OCOC(C(C)(C)C)=O)O)C2=NC=C(C=C2F)O)=O)=O (Pivaloyloxy)methyl (3R)-3-(2-(4-ethyl-2,3-dioxopiperazine-1-carboxamido)-2-(3-fluoro-5-hydroxypyridin-2-yl)acetamido)-2-hydroxy-3,4-dihydro-2H-benzo[e][1,2]oxaborinine-8-carboxylate